COC(OC)[SiH2]C1=CC=C(C=C1)C=C dimethoxymethyl-(4-vinylphenyl)silane